FC1(OC2=C(O1)C=CC(=C2)/C=C/C(=O)N2CCN(CC2)C(C2=CN=C(C=C2)C(C)(C)O)=O)F (E)-3-(2,2-difluorobenzo[d][1,3]dioxol-5-yl)-1-(4-(6-(2-hydroxypropan-2-yl)nicotinoyl)piperazin-1-yl)prop-2-en-1-one